ClC1=CC=C(C=C1)/C=C/C(=O)C1=CC=C(C=C1)OCCO[C@@H]1[C@@H]([C@@H]2CC[C@H]([C@@H]3CC[C@@]4(OO[C@]32[C@H](O1)O4)C)C)C (E)-3-(4-Chlorophenyl)-1-[4-[2-[[(1S,4S,5R,8S,9R,10S,12R,13R)-1,5,9-trimethyl-11,14,15,16-tetraoxatetracyclo[10.3.1.04,13.08,13]hexadecan-10-yl]oxy]ethoxy]phenyl]prop-2-en-1-one